5-methyl-N-(3-(S-methylsulfonimidoyl)phenyl)-3-(2-oxa-6-azaspiro[3.3]heptan-6-yl)-6-(trifluoromethyl)pyridazine-4-carboxamide CC=1C(=C(N=NC1C(F)(F)F)N1CC2(COC2)C1)C(=O)NC1=CC(=CC=C1)S(=O)(=N)C